COC(=O)C1=CC=2C(C3=CC(=CC=C3SC2C=C1)C)=O 2-methoxycarbonyl-7-methylthioxanthone